propylpropenyl trisulfide C(CC)SSSC=CC